ClC1CS(=O)(=O)CC1Cl 3,4-dichlorosulfolane